C12NCC(C1N1C=NC=3C(=NC=4C(=C(C(=CC4C31)Cl)C3=CC(=CC1=CC=C(C=C31)Cl)O)F)N3CC(C3)N(C)C)C2 4-(1-((endo)-2-azabicyclo[2.1.1]hexan-5-yl)-8-chloro-4-(3-(dimethylamino)azetidin-1-yl)-6-fluoro-1H-imidazo[4,5-c]quinolin-7-yl)-6-chloronaphthalen-2-ol